ClC(=O)N=C=O (chloroformyl) isocyanate